CC1=C(C=CC=C1)C(C(=O)O)O (E)-2-methyl-α-hydroxyphenylacetic acid